5-nitro-2-hydroxybenzonitrile [N+](=O)([O-])C=1C=CC(=C(C#N)C1)O